Tert-butyl 5-(2-(1-(3-cyano-4-fluorophenyl)-1H-pyrazol-4-yl)propanamido)-3-cyclopropyl-1H-pyrazole-1-carboxylate C(#N)C=1C=C(C=CC1F)N1N=CC(=C1)C(C(=O)NC1=CC(=NN1C(=O)OC(C)(C)C)C1CC1)C